3-((6-chloro-5-(trifluoromethyl)pyridazin-3-yl)amino)-1-methylcyclobutan-1-ol ClC1=C(C=C(N=N1)NC1CC(C1)(O)C)C(F)(F)F